Samarium triflat [O-]S(=O)(=O)C(F)(F)F.[Sm+3].[O-]S(=O)(=O)C(F)(F)F.[O-]S(=O)(=O)C(F)(F)F